N-[(1R,3S)-3-(5,6,7,8-tetrahydro-[1,2,4]triazolo[4,3-a]pyrazin-3-yl)cyclohexyl]-5-(trifluoromethyl)pyrimidin-2-amine N=1N=C(N2C1CNCC2)[C@@H]2C[C@@H](CCC2)NC2=NC=C(C=N2)C(F)(F)F